ClC=1C(=C(C=CC1F)N(C(=O)C1NC(N(C1)C(=O)[O-])=O)C)F 4-((3-chloro-2,4-difluorophenyl)(methyl)carbamoyl)-2-oxoimidazolidine-1-carboxylate